C(C)NC1COCC=2NC(C=3C=CC(=CC3C21)F)=O 1-(ethylamino)-9-fluoro-1,2,4,5-tetrahydropyrano[3,4-c]isoquinolin-6-one